FN1C2(CC(C3=CC=CC=C13)=O)CCN(CC2)C(=O)NCC2=CC=C(C=C2)F fluoro-N-(4-fluorobenzyl)-4'-oxo-3',4'-dihydro-1'H-spiro[piperidine-4,2'-quinoline]-1-carboxamide